N1C(C(=CC2=CC=CN=C12)C1=NNC2=CC=CC=C12)=O naphthyridin-2-oneyl-indazole